4-bromo-3-fluorobenzoate BrC1=C(C=C(C(=O)[O-])C=C1)F